N-[3-[2-(dimethylamino)ethyl]-2-methyl-1H-indol-4-yl]-4-fluorobenzamide CN(CCC1=C(NC2=CC=CC(=C12)NC(C1=CC=C(C=C1)F)=O)C)C